BrCCC[C@H](CC(=O)OCC)C ethyl (R)-6-bromo-3-methylhexanoate